C(C)(C)(C)OC(=O)N[C@H](CO)C(=O)O (t-butoxycarbonyl)-D-serine